methyl (4S,7S,10aS)-4-((S)-2-(acetylthio)-3-phenylpropanamido)-5-oxooctahydro-7H-pyrido[2,1-b][1,3]thiazepine-7-carboxylate C(C)(=O)S[C@H](C(=O)N[C@@H]1C(N2[C@@H](SCC1)CCC[C@H]2C(=O)OC)=O)CC2=CC=CC=C2